C(C)C1=C(C=C(C(=O)O)C=C1)S(NC1=C(C=CC(=C1)N1N=NN=C1)N1C[C@H](CCC1)O)(=O)=O (S)-4-ethyl-3-(N-(2-(3-hydroxypiperidin-1-yl)-5-(tetrazol-1-yl)phenyl)sulfamoyl)benzoic acid